ClC=1C=C(N)C=CC1OCC1=CC2=C(C=N1)C=CS2 3-chloro-4-(thieno[3,2-c]pyridin-6-ylmethoxy)aniline